3-[(1-Methylazetidin-3-yl)oxy]-5-(5-methyl-1,3-thiazol-2-yl)benzoic acid methyl ester COC(C1=CC(=CC(=C1)C=1SC(=CN1)C)OC1CN(C1)C)=O